2-((2S,4S)-1-acryloyl-4-(6,8-dichloro-4-(3-(dimethylamino)azetidin-1-yl)-7-(quinolin-8-yl)-1H-[1,2,3]triazolo[4,5-c]quinolin-1-yl)piperidin-2-yl)acetonitrile C(C=C)(=O)N1[C@@H](C[C@H](CC1)N1N=NC=2C(=NC=3C(=C(C(=CC3C21)Cl)C=2C=CC=C1C=CC=NC21)Cl)N2CC(C2)N(C)C)CC#N